6-methyl-N-[4-(1-methylpyrazol-4-yl)thiazol-2-yl]pyridine-3-carboxamide CC1=CC=C(C=N1)C(=O)NC=1SC=C(N1)C=1C=NN(C1)C